6-chloro-N-[5-(2-cyanoethyl)-4-methoxy-pyrimidin-2-yl]-7-(difluoromethylsulfanyl)-1H-indole-3-sulfonamide ClC1=CC=C2C(=CNC2=C1SC(F)F)S(=O)(=O)NC1=NC=C(C(=N1)OC)CCC#N